ClC1=NC=C(C(=N1)OC1=NC=2C=CC3=C(C2N=C1)C1=C(S3)C(N[C@@H](CN1)C)=O)CN1C(CCCC1)=O (R)-3-((2-chloro-5-((2-oxopiperidin-1-yl)methyl)pyrimidin-4-yl)oxy)-10-methyl-9,10,11,12-tetrahydro-8H-[1,4]diazepino[5',6':4,5]thieno[3,2-f]quinoxalin-8-one